tert-Butyl 3-(5-acetamido-7-(thiazol-2-yl)benzo[d]oxazol-2-yl)-3,6-diazabicyclo[3.1.1]heptane-6-carboxylate C(C)(=O)NC=1C=C(C2=C(N=C(O2)N2CC3N(C(C2)C3)C(=O)OC(C)(C)C)C1)C=1SC=CN1